2-(3-bromo-4-methoxyphenyl)acetic acid BrC=1C=C(C=CC1OC)CC(=O)O